NCC=1C=C(C=CC1)C=1C=CC2=C(C(=CO2)COC2=C(C=CC(=C2)CC2CC2)CC(=O)OCC)C1 ethyl 2-(2-((5-(3-(aminomethyl)phenyl)benzofuran-3-yl)methoxy)-4-(cyclopropylmethyl)phenyl)acetate